1,3-di(3-aminophenoxy)benzene NC=1C=C(OC2=CC(=CC=C2)OC2=CC(=CC=C2)N)C=CC1